C(C)(C)(C)OC(=O)N[C@H]1[C@@H](C)O[C@@H](C=C1)CO[Si](C)(C)C(C)(C)C 2,6-Anhydro-3-[(tert-butoxycarbonyl)amino]-7-O-[tert-butyl-(dimethyl)silyl]-1,3,4,5-tetradeoxy-D-arabino-hept-4-enitol